C(CCC)[Si](C=1C=C(C=CC1)P(N(P(C1=C(C=CC=C1)C(F)(F)F)C1=CC(=CC=C1)[Si](CCCC)(CCCC)CCCC)C1CCCCC1)C1=CC(=CC=C1)[Si](CCCC)(CCCC)CCCC)(CCCC)CCCC N-(bis(3-(tributylsilyl)phenyl)phosphaneyl)-N-cyclohexyl-1-(3-(tributylsilyl)phenyl)-1-(2-(trifluoromethyl)phenyl)phosphanamine